F[C@H]1CN(CC[C@H]1OC)C1=NC=CC(=N1)NC=1N=CC2=C(C=CC(=C2C1)[C@]1(N(CCC1)C(C=C)=O)C)N1CC(C1)CS(=O)(=O)C 1-((S)-2-(3-((2-((3S,4R)-3-fluoro-4-methoxypiperidin-1-yl)pyrimidin-4-yl)amino)-8-(3-((methylsulfonyl)methyl)azetidin-1-yl)isoquinolin-5-yl)-2-methylpyrrolidin-1-yl)prop-2-en-1-one